CN1CCN(CC1)C=1C(C(C1NCC1=CC=C(C=C1)C1=NOC(=N1)C(F)(F)F)=O)=O 3-(4-methylpiperazin-1-yl)-4-((4-(5-(trifluoromethyl)-1,2,4-oxadiazol-3-yl)benzyl)amino)cyclobut-3-ene-1,2-dione